(1S,2S)-2-(5-ethoxypyrazin-2-yl)-1-(2-methoxy-5-methylphenyl)-N-(2-methylquinoline-5-sulfonyl)cyclopropane-1-carboxamide C(C)OC=1N=CC(=NC1)[C@@H]1[C@](C1)(C(=O)NS(=O)(=O)C=1C=2C=CC(=NC2C=CC1)C)C1=C(C=CC(=C1)C)OC